4-((S)-7-(((R)-6-(2-chloro-4-fluorophenyl)-5-(methoxycarbonyl)-2-(thiazol-2-yl)-1,6-dihydropyrimidin-4-yl)methyl)-3-oxohexahydroimidazo[1,5-a]pyrazin-2(3H)-yl)benzoic acid mesylate S(C)(=O)(=O)O.ClC1=C(C=CC(=C1)F)[C@H]1C(=C(N=C(N1)C=1SC=CN1)CN1C[C@@H]2N(CC1)C(N(C2)C2=CC=C(C(=O)O)C=C2)=O)C(=O)OC